C(\C=C\C1=CC(OC)=C(O)C=C1)(=O)N[C@@H](CC1=CC=CC=C1)C(=O)O Feruloyl-phenylalanine